(3-chloro-1H-indol-5-yl)methanamine hydrochloride Cl.ClC1=CNC2=CC=C(C=C12)CN